FC(=COS(=O)(=O)C1=CC=C(C=C1)C)F 4-methylbenzenesulfonic acid 2,2-difluorovinyl ester